pyridin-2-yl-neopentanamide N1=C(C=CC=C1)CC(C(=O)N)(C)C